NC(C(OC=1C=C(C(=NC1)C(=O)O)SCC)(C)C)=O 5-(2-amino-1,1-dimethyl-2-oxo-ethoxy)-3-ethylsulfanyl-pyridine-2-carboxylic acid